N-((1S,2R)-2-(2,3-dihydro-1H-inden-4-yl)-1-(5-oxo-4,5-dihydro-1,3,4-oxadiazol-2-yl)propyl)benzo[c][1,2,5]thiadiazole-4-sulfonamide C1CCC2=C(C=CC=C12)[C@H]([C@@H](C=1OC(NN1)=O)NS(=O)(=O)C1=CC=CC2=NSN=C21)C